(E)-5,6-dichloro-1-propyl-2-styryl-1H-benzimidazole ClC1=CC2=C(N(C(=N2)\C=C\C2=CC=CC=C2)CCC)C=C1Cl